p-toluenesulfonic acid anion CC1=CC=C(C=C1)S(=O)(=O)[O-]